N=1C(=CN2C1C=CC=C2)C(=O)OC=2C=NC=C(C2)Cl 5-chloropyridin-3-yl imidazo[1,2-a]pyridine-2-carboxylate